BrC=1C=C2C=CN=C(C2=CC1OC)Cl 6-bromo-1-chloro-7-methoxy-isoquinolin